CN(C1=NN(C2=CC=C(C=C12)[N+](=O)[O-])C)CC(F)(F)F N,1-dimethyl-5-nitro-N-(2,2,2-trifluoroethyl)-1H-indazole-3-amine